COC(C1=NC=C(C(=C1)N)I)=O 4-amino-5-iodopicolinic acid methyl ester